2-(4-acetylpiperazin-1-yl)-1-(4-(2-(3,4-dimethoxyphenyl)-3-ethyl-1H-indol-5-yl)piperidin-1-yl)ethan-1-one C(C)(=O)N1CCN(CC1)CC(=O)N1CCC(CC1)C=1C=C2C(=C(NC2=CC1)C1=CC(=C(C=C1)OC)OC)CC